6-[[(2S,3S,4R,5S)-3-(3,4-Difluoro-2-methoxy-phenyl)-4,5-dimethyl-5-(trifluoromethyl)tetrahydrofuran-2-carbonyl]amino]pyrazin-2-carboxamid FC=1C(=C(C=CC1F)[C@H]1[C@H](O[C@@]([C@@H]1C)(C(F)(F)F)C)C(=O)NC1=CN=CC(=N1)C(=O)N)OC